C(C)(C)(C)OC(=O)N1C[C@H](CC1)[C@@H](C(=O)N1C(OC[C@@H]1CC1=CC=CC=C1)=O)CC=1SC(=CN1)Br (3R)-3-[(2S)-1-[(4S)-4-benzyl-2-oxo-1,3-oxazolidin-3-yl]-3-(5-bromo-1,3-thiazol-2-yl)-1-oxopropane-2-yl]pyrrolidine-1-carboxylic acid tert-butyl ester